5-(4-(5-bromopentyloxy)phenyl)-3H-1,2-dithiol-3-thione BrCCCCCOC1=CC=C(C=C1)C1=CC(SS1)=S